C(CCCCCCC\C=C/CCCCCCCC)(=O)OC(C1=CC=C(C=C1)OC)=O anisoyl oleate